ClC1=C(C=C(C=N1)CC#N)F 2-(6-chloro-5-fluoropyridin-3-yl)acetonitrile